BrC=1C=C2C(=NC1SCCNC(C)=O)N(C=C2)COCC[Si](C)(C)C N-[2-[(5-bromo-1-[[2-(trimethylsilyl)ethoxy]methyl]pyrrolo[2,3-b]pyridin-6-yl)sulfanyl]ethyl]acetamide